[3-[[(1R)-2-[(3-amino-4-fluoro-phenyl)methoxy]-1-methyl-ethyl]carbamoyl]-5-chloro-pyrazolo[1,5-a]pyrimidin-7-yl]-N-methyl-carbamic acid tert-butyl ester C(C)(C)(C)OC(N(C)C1=CC(=NC=2N1N=CC2C(N[C@@H](COCC2=CC(=C(C=C2)F)N)C)=O)Cl)=O